cobalt oxide tin [Sn].[Co]=O